O1COC2=C1C=CC=C2C=2C(=CC(=NC2)NC(C)=O)NC2=NC(=CC(=C2)C)S(=O)(=O)C N-(5-(benzo[d][1,3]dioxol-4-yl)-4-((4-methyl-6-(methylsulfonyl)pyridin-2-yl)amino)pyridin-2-yl)acetamide